ClC=1C=NC(=C(C(=O)NC2CCC(CC2)CN2C(N(C3=C2C=CC=C3)C=3C=NC(=CC3C)C)=O)C1)C(F)(F)F 5-chloro-N-((1r,4r)-4-((3-(4,6-dimethylpyridin-3-yl)-2-oxo-2,3-dihydro-1H-benzo[d]imidazol-1-yl)methyl)cyclohexyl)-2-(trifluoromethyl)nicotinamide